2-(4-cyanophenyl)-3-hydroxypropionic acid C(#N)C1=CC=C(C=C1)C(C(=O)O)CO